bis(methylamino)(methylcyclopentylamino)silane CN[SiH](N(C1CCCC1)C)NC